8-hydroxyoctanoic acid (8-hydroxyoctanoate) OCCCCCCCC(=O)O.OCCCCCCCC(=O)O